rac-tert-Butyl (1R,6R)-5-(6-((4-chloro-2-fluorobenzyl)oxy)pyridin-2-yl)-2,5-diazabicyclo[4.2.0]octane-2-carboxylate ClC1=CC(=C(COC2=CC=CC(=N2)N2CCN([C@@H]3CC[C@@H]23)C(=O)OC(C)(C)C)C=C1)F |r|